BrC1=NC=CC=C1C(=O)N1C(CSCC1)CO[Si](C)(C)C(C)(C)C 4-(2-bromopyridine-3-carbonyl)-3-[[(tert-butyldimethylsilyl)oxy]methyl]thiomorpholine